COC=1C=C(C=CC1CN(C=O)C1=C(C=CC=C1)C#CC=1C=CC=NC1)C1=CC=CC=C1 5-(2-{2-[N-({3-Methoxy-[1,1'-biphenyl]-4-yl}methyl)formamido]phenyl}ethynyl)-pyridin